4,6-dichloro-2-(2-methoxybenzyl)-5-(2-methoxyphenoxy)pyrimidine ClC1=NC(=NC(=C1OC1=C(C=CC=C1)OC)Cl)CC1=C(C=CC=C1)OC